(S)-1-methyl-1,4,5,6,7,8-hexahydropyrazolo[4,3-b]azepin-6-amine CN1N=CC=2NC[C@H](CCC21)N